N=1C=NC=2C1C1=C(OC2)C=CC=C1 benzopyrano-[3,4-d]imidazol